6-fluoro-4-(1,4-dioxaspiro[4.5]decan-8-yl)quinoline Methyl-4-(2-(2-chlorophenyl)-4-oxopyrrolidin-1-yl)benzoate COC(C1=CC=C(C=C1)N1C(CC(C1)=O)C1=C(C=CC=C1)Cl)=O.FC=1C=C2C(=CC=NC2=CC1)C1CCC2(OCCO2)CC1